2-(3-cyanophenyl)-3-(2,6-dimethyl-4-pyridinyl)-N-[(6-oxo-3-piperidinyl)methyl]pyrazolo[1,5-a]pyrimidine-5-carboxamide C(#N)C=1C=C(C=CC1)C1=NN2C(N=C(C=C2)C(=O)NCC2CNC(CC2)=O)=C1C1=CC(=NC(=C1)C)C